C(C)N1OCCC1=O (4R)-2-ethyl-3-oxo-isoxazolidine